BrC1=C(C=C(C=C1C(F)(F)F)F)OC 2-bromo-5-fluoro-1-methoxy-3-(trifluoromethyl)benzene